isochromane-1-carboxylic acid C1(OCCC2=CC=CC=C12)C(=O)O